N-(3-chloro-5-fluoro-4-iodopyridin-2-yl)-3-fluoro-N-((3-fluoropropyl)-sulfonyl)propane-1-sulfonamide ClC=1C(=NC=C(C1I)F)N(S(=O)(=O)CCCF)S(=O)(=O)CCCF